CC(C)(C)C=1C=C(C=C(C1)C(C)(C)C)C1=CC(=CC(=C1)C(C)(C)C)C(C)(C)C 3,3',5,5'-tetrakis(1,1-dimethylethyl)-[1,1'-biphenyl]